C1(=CC=C(C=C1)C(CNC1=CC=CC=C1)C)C(CNC1=CC=CC=C1)C 4'-[1,4-phenylene-bis(1-methylethylene)]bis-aniline